tert-butyl-5-{[4-(1-methanesulfonylcyclopropyl)-6-[(3R)-3-methyl morpholin-4-yl] pyrimidin-2-yl] amino}-1H-pyrazole-1-carboxylate C(C)(C)(C)OC(=O)N1N=CC=C1NC1=NC(=CC(=N1)C1(CC1)S(=O)(=O)C)N1[C@@H](COCC1)C